3-((S)-5-(3-(3-(4-(6-(6-((S)-2-(3-fluorophenyl)pyrrolidin-1-yl)imidazo[1,2-b]pyridazin-3-yl)pyridin-2-yl)piperazin-1-yl)prop-1-yn-1-yl)phenyl)-2-oxooxazolidin-3-yl)piperidine-2,6-dione FC=1C=C(C=CC1)[C@H]1N(CCC1)C=1C=CC=2N(N1)C(=CN2)C2=CC=CC(=N2)N2CCN(CC2)CC#CC=2C=C(C=CC2)[C@H]2CN(C(O2)=O)C2C(NC(CC2)=O)=O